2-fluoro-3-(pyrrolidin-2-yl)acrylamide FC(C(=O)N)=CC1NCCC1